tetrahydro-1H-pyrrolizin-7a(5H)-yl-(methoxy)-4-(2,2,2-trifluoroethoxy)pyrido[4,3-d]pyrimidine C1CCN2CCCC12C1=NC=CC=2N=C(N=C(C21)OCC(F)(F)F)OC